C(C)(C)(C)OC(=O)N1CC(C1)CC1=C(C=C(C=C1)Br)C 3-(4-bromo-2-methylbenzyl)azetidine-1-carboxylic acid tert-butyl ester